tert-butyl N-[1-(7-carbamoyl-2-methylindazol-4-yl)-4-piperidyl]-N-ethyl-carbamate C(N)(=O)C1=CC=C(C2=CN(N=C12)C)N1CCC(CC1)N(C(OC(C)(C)C)=O)CC